[PH2](=O)OCCC(=O)O carboxyethyl hypophosphite